C[C@@H]1N(C[C@H](N(C1)C(C)C1=CC(=NC=C1)C1=CC=CC=C1)C)C=1C=2N=C(N(C2N(C(N1)=O)C)CC)CC#N 2-(6-((2S,5R)-2,5-dimethyl-4-(1-(2-phenylpyridin-4-yl)ethyl)piperazin-1-yl)-9-ethyl-3-methyl-2-oxo-3,9-dihydro-2H-purin-8-yl)acetonitrile